8-[(2S,5R)-4-(1-(4-fluoro-3-(methoxymethyl)phenyl)ethyl)-2,5-dimethylpiperazin-1-yl]-5-methyl-6-oxo-5,6-dihydro-1,5-naphthyridine-2-carbonitrile FC1=C(C=C(C=C1)C(C)N1C[C@@H](N(C[C@H]1C)C1=CC(N(C=2C=CC(=NC12)C#N)C)=O)C)COC